C(C)OC(=O)C=1SC2=C(C1)C=CC(=C2)N2C(CN(CC2)C)=O 6-(4-methyl-2-oxopiperazin-1-yl)-1-benzothiophene-2-carboxylic acid ethyl ester